4-(1-(4-cyanobenzyl)-1H-1,2,3-triazol-4-yl)-N-(2-hydroxyethyl)benzenesulfonamide C(#N)C1=CC=C(CN2N=NC(=C2)C2=CC=C(C=C2)S(=O)(=O)NCCO)C=C1